OC(C)(C)C=1C=C2C(N(C(NC2=CC1)=O)C1=CN=CC2=CC=CC=C12)=O 6-(2-hydroxypropan-2-yl)-3-(isoquinolin-4-yl)quinazoline-2,4(1H,3H)-dione